OC1=CC=CC2=CC=CC=C12 hydroxynaphthalen